norbornene succinimidyl-succinate C1(CCC(N1C(C(=O)O)CC(=O)O)=O)=O.C12C=CC(CC1)C2